(S)-N-((1R,2R)-1-(2,3-dihydrobenzo[b][1,4]dioxin-6-yl)-1-hydroxy-3-(pyrrolidin-1-yl)propan-2-yl)-1-(pyridin-2-yl)pyrrolidine-3-carboxamide O1C2=C(OCC1)C=C(C=C2)[C@H]([C@@H](CN2CCCC2)NC(=O)[C@@H]2CN(CC2)C2=NC=CC=C2)O